(±)-Methyl 3-(1-(3,4-dichlorobenzyl)-3,7-dimethyl-2,6-dioxo-2,3,6,7-tetrahydro-1H-purin-8-ylamino)cyclohexanecarboxylate ClC=1C=C(CN2C(N(C=3N=C(N(C3C2=O)C)NC2CC(CCC2)C(=O)OC)C)=O)C=CC1Cl